N-(1-(aminomethyl)cyclobutyl)-2-(4-(methylcarbamoyl)phenyl)benzo[d]imidazo[2,1-b]thiazole-7-carboxamide NCC1(CCC1)NC(=O)C1=CC2=C(N3C(S2)=NC(=C3)C3=CC=C(C=C3)C(NC)=O)C=C1